3-carboxyl-1,2,4-triazole C(=O)(O)C1=NNC=N1